nickel manganese iron vanadium oxalate C(C(=O)[O-])(=O)[O-].[V+5].[Fe+2].[Mn+2].[Ni+2]